Tert-butyl 2-[[4-[6-[(6-chloro-3-pyridyl)methoxy]-2-pyridyl]-2,5-difluorophenyl]methyl]-3-(2-methoxyethyl)benzimidazole-5-carboxylate ClC1=CC=C(C=N1)COC1=CC=CC(=N1)C1=CC(=C(C=C1F)CC=1N(C2=C(N1)C=CC(=C2)C(=O)OC(C)(C)C)CCOC)F